O=C1NC(CCC1N1C(C2=CC=CC(=C2C1=O)NCC=1C=NN(C1)C1CCN(CC1)C(=O)OC(C)(C)C)=O)=O tert-butyl 4-(4-(((2-(2,6-dioxopiperidin-3-yl)-1,3-dioxoisoindolin-4-yl)amino)methyl)-1H-pyrazol-1-yl)piperidine-1-carboxylate